C(C)(C)(C)OC(=O)N1N=C(C=2C1=NC(=CN2)N2CCC(CC2)(C)NC(=O)OC(C)(C)C)C2=C(C(=CC=C2)Cl)Cl 6-(4-((Boc)amino)-4-methylpiperidin-1-yl)-3-(2,3-dichlorophenyl)-1H-pyrazolo[3,4-b]Pyrazine-1-carboxylic acid tert-butyl ester